BrC=1C=C(C=C(C1)Cl)CNC(C)=O N-[(3-bromo-5-chlorophenyl)methyl]acetamide